C(CCC)N1C=[N+](C=C1)C=C N-butyl-N'-vinylimidazolium